C(C)(C)(C)OC tert.-butyl-methylether